3-((7-chloro-1-methyl-6-((6-(methylamino)pyrazolo[1,5-a]pyrazin-3-yl)oxy)-1H-imidazo[4,5-b]pyridin-2-yl)amino)-1-methyl-5-(trifluoromethyl)pyridin-2(1H)-one ClC1=C2C(=NC=C1OC=1C=NN3C1C=NC(=C3)NC)N=C(N2C)NC=2C(N(C=C(C2)C(F)(F)F)C)=O